spiro[2.5]oct-5-en-6-yl trifluoromethanesulfonate FC(S(=O)(=O)OC1=CCC2(CC2)CC1)(F)F